2,7-dimethyloctane-2,7-diamine dihydrochloride Cl.Cl.CC(C)(CCCCC(C)(N)C)N